N=1NC=C2CNCCC21 2,4,6,7-tetrahydro-5H-pyrazolo[4,3-c]pyridine